N-[4-(6-{1-[(2Z)-2-(aminomethyl)-3-fluoroprop-2-en-1-yl]-5-oxo-1,5-dihydro-4H-1,2,4-triazol-4-yl}pyridin-3-yl)phenyl]acetamide hydrochloride Cl.NC/C(/CN1N=CN(C1=O)C1=CC=C(C=N1)C1=CC=C(C=C1)NC(C)=O)=C/F